2-[4-[[(2'S,4R)-2-ethyl-2'-methyl-spiro[6,7-dihydrothieno[3,2-c]pyran-4,4'-piperidin]-1'-yl]methyl]triazol-1-yl]-N-(2-hydroxyethyl)ethanesulfonamide C(C)C1=CC2=C(CCO[C@]23C[C@@H](N(CC3)CC=3N=NN(C3)CCS(=O)(=O)NCCO)C)S1